Bis(2-methoxybenzoyl)(1-methylpropan-1-yl)phosphine oxide COC1=C(C(=O)P(C(CC)C)(C(C2=C(C=CC=C2)OC)=O)=O)C=CC=C1